N-cyclopentyl-4-{[(1S)-2-hydroxy-1-phenylethyl]amino}-2-[(2-methyl-1-oxo-1,2,3,4-tetrahydroisoquinolin-6-yl)amino]pyrimidine-5-carboxamide C1(CCCC1)NC(=O)C=1C(=NC(=NC1)NC=1C=C2CCN(C(C2=CC1)=O)C)N[C@H](CO)C1=CC=CC=C1